1-[5-tert-butyl-2-[3-(morpholinomethyl)phenyl]pyrazol-3-yl]-3-[4-[(7-oxo-6,8-dihydro-5H-1,8-naphthyridin-4-yl)oxy]-2-(trifluoromethyl)phenyl]urea C(C)(C)(C)C=1C=C(N(N1)C1=CC(=CC=C1)CN1CCOCC1)NC(=O)NC1=C(C=C(C=C1)OC1=CC=NC=2NC(CCC12)=O)C(F)(F)F